5,6-dihydro-2-pyrone O1C(C=CCC1)=O